4-(azetidin-3-yloxy)-1,5-dimethyl-1H-pyrazole N1CC(C1)OC=1C=NN(C1C)C